2-[[4-amino-6-(3-methylimidazo[1,5-a]pyridin-6-yl)-1,3,5-triazin-2-yl]amino]-3-(2,3-dichlorophenyl)propanoate NC1=NC(=NC(=N1)C=1C=CC=2N(C1)C(=NC2)C)NC(C(=O)[O-])CC2=C(C(=CC=C2)Cl)Cl